O1CC(C1)C1=NNC(=C1)N 3-(oxetan-3-yl)-1H-pyrazol-5-amine